N-(2-carbamoyl-4-chloro-6-methyl-phenyl)-2-(3-chloro-2-pyridyl)-5-(2,2-difluoroethoxy)pyrazole-3-carboxamide C(N)(=O)C1=C(C(=CC(=C1)Cl)C)NC(=O)C=1N(N=C(C1)OCC(F)F)C1=NC=CC=C1Cl